2-nitro-N-(prop-2-en-1-yloxy)benzene-1-sulfonamide [N+](=O)([O-])C1=C(C=CC=C1)S(=O)(=O)NOCC=C